(R)-3,4-dimethyl-pivaloyl-phenylalanine CCC(C(=O)N[C@H](CC1=CC=C(C=C1)C)C(=O)O)(C)C